2-amino-4-(butylamino)-6-(4-(piperazin-1-ylmethyl)benzyl)pyrimido[4,5-d]pyridazin-5(6H)-one NC=1N=C(C2=C(C=NN(C2=O)CC2=CC=C(C=C2)CN2CCNCC2)N1)NCCCC